OB1OC2=C(C[C@@H]1NC([C@H](C1=CC=C(C=C1)P(=O)(O)O)NC(=O)[C@@H]1N(CCC1)S(=O)(=O)C)=O)C=CC=C2C(=O)O (R)-2-hydroxy-3-((S)-2-((R)-1-(methylsulfonyl)pyrrolidine-2-carboxamido)-2-(4-phosphonophenyl)acetamido)-3,4-dihydro-2H-benzo[e][1,2]oxaborinine-8-carboxylic acid